di(p-nitrobenzyl) carbonate C(OCC1=CC=C(C=C1)[N+](=O)[O-])(OCC1=CC=C(C=C1)[N+](=O)[O-])=O